(1R,2S)-N-((S)-3-(4-hydroxyphenyl)-2-(pyrrolidin-1-yl)propyl)-2-methyl-2-phenylcyclopropane-1-carboxamide OC1=CC=C(C=C1)C[C@@H](CNC(=O)[C@H]1[C@](C1)(C1=CC=CC=C1)C)N1CCCC1